ClC=1C=C(C=CC1)N1CC(N(CC1)C(=O)OC(C)(C)C)C tert-Butyl 4-(3-chlorophenyl)-2-methylpiperazine-1-carboxylate